Sodium oleate 3-Hydroxypropyldodecanoate OCCCOC(CCCCCCCCCCC)=O.C(CCCCCCC\C=C/CCCCCCCC)(=O)[O-].[Na+]